benzyl (2S)-4-[7-chloro-8-fluoro-2-[3-[(1S,4S)-2-oxa-5-azabicyclo[2.2.1]heptan-5-yl]propoxy]pyrido[4,3-d]pyrimidin-4-yl]-2-(cyanomethyl)piperazine-1-carboxylate ClC1=C(C=2N=C(N=C(C2C=N1)N1C[C@@H](N(CC1)C(=O)OCC1=CC=CC=C1)CC#N)OCCCN1[C@@H]2CO[C@H](C1)C2)F